(E)-3-(6-aminopyridin-3-yl)-N-((5-(5-(4,4-difluoropiperidine-1-carbonyl)thiophen-2-yl)-7-(trifluoromethyl)benzofuran-2-yl)methyl)acrylamide NC1=CC=C(C=N1)/C=C/C(=O)NCC=1OC2=C(C1)C=C(C=C2C(F)(F)F)C=2SC(=CC2)C(=O)N2CCC(CC2)(F)F